(1R,2R)-2-fluorocyclopropan-1-amine F[C@H]1[C@@H](C1)N